C(C)(C)(C)OC([C@@H](NC(C1=CC(=CC=C1)COC1=C(C=C(C=C1)C(F)(F)F)Cl)=O)CC(N)=O)=O (3-((2-chloro-4-(trifluoromethyl)phenoxy)-methyl)benzoyl)-L-asparagine tert-butyl ester